benzyl (R)-3-(((S)-2-hydroxy-3-(3-(N-methylsulfamoyl)phenoxy)propyl)amino)-1-oxa-8-azaspiro[4.5]decane-8-carboxylate O[C@@H](CN[C@H]1COC2(C1)CCN(CC2)C(=O)OCC2=CC=CC=C2)COC2=CC(=CC=C2)S(NC)(=O)=O